FC=1C(=C(C=C(C1)F)C(C)=O)NCC1=CC=C(C=C1)OC 1-(3,5-difluoro-2-((4-methoxybenzyl)amino)phenyl)ethan-1-one